ClC=1C(=C2C=NNC2=CC1F)N1CC=2N=C(N=C(C2C1)N1CCNCC1)OC[C@H]1N(CCC1)C (S)-6-(5-chloro-6-fluoro-1H-indazol-4-yl)-2-((1-methylpyrrolidin-2-yl)methoxy)-4-(piperazin-1-yl)-6,7-dihydro-5H-pyrrolo[3,4-d]Pyrimidine